N1CCCC(C1)N piperidin-5-amine